[N+](=O)([O-])C1=CC=C(O1)C=NN1C(OCC1)=O 3-[(5-nitrofuran-2-yl)methylideneamino]-1,3-oxazolidin-2-one